C(C)(C)(C1=CC=CC=C1)C1=C(C=CC=C1)C(C)(C)C1=CC=CC=C1 dicumylbenzene